methyl 3-amino-6-chloro-5-fluoropicolinate NC=1C(=NC(=C(C1)F)Cl)C(=O)OC